S(=O)(=O)=C(C(=O)N)CCCCCCCCCCCCCCC1=NN=NN1 sulfonyl-16-(1H-tetrazol-5-yl)hexadecanamide